OC1=C(C=C(C=C1S(=O)(=O)O)S(=O)(=O)O)O 1,2-dihydroxybenzene-4,6-disulfonic acid